(2R,3R,4S,5R,6R)-4-(4-(2,3-difluoro-4-methylphenyl)-1H-1,2,3-triazol-1-yl)-2-(hydroxymethyl)-6-((3-(2-hydroxypropan-2-yl)isoxazol-5-yl)methyl)-5-methoxytetrahydro-2H-pyran-3-ol FC1=C(C=CC(=C1F)C)C=1N=NN(C1)[C@H]1[C@H]([C@H](O[C@@H]([C@@H]1OC)CC1=CC(=NO1)C(C)(C)O)CO)O